FC=1C(=CC(=NC1C)NC1=C(C(=C2C(=N1)CCO2)C=2CCCNCC2)C)NC 5-fluoro-N4,6-dimethyl-N2-[6-methyl-7-(2,3,4,7-tetrahydro-1H-azepin-5-yl)-2,3-dihydrofuro[3,2-b]pyridin-5-yl]pyridine-2,4-diamine